ClC1=C(C=C(C=C1)C1=CC=C2C=C(N(C2=C1)CC1CC1)C1=NC2=C(N1C)C(=CC(=C2)C(=O)N2[C@@H]1CC[C@H](C2)[C@H]1N)OC)F (1R,4R,7R)-2-{2-[6-(4-chloro-3-fluorophenyl)-1-(cyclopropylmethyl)-1H-indol-2-yl]-7-methoxy-1-methyl-1H-1,3-benzodiazole-5-carbonyl}-2-azabicyclo[2.2.1]heptan-7-amine